1-(5-chloro-1,3-benzoxazol-2-yl)bicyclo[1.1.1]pentan-3-amine ClC=1C=CC2=C(N=C(O2)C23CC(C2)(C3)N)C1